N-(2-((6-methyl-8-(neopentylamino)pyrido[3,4-d]pyrimidin-2-yl)amino)-5-(4-methylpiperazine-1-carbonyl)phenyl)acrylamide CC1=CC2=C(N=C(N=C2)NC2=C(C=C(C=C2)C(=O)N2CCN(CC2)C)NC(C=C)=O)C(=N1)NCC(C)(C)C